diethylene glycol di(alpha-methyl acrylate) CC(C(=O)OCCOCCOC(C(=C)C)=O)=C